(3-([1,1'-biphenyl]-2-ylethynyl)-1H-indazol-5-yl)(2-methyl-2,7-diazaspiro[3.5]nonan-7-yl)methanone C1(=C(C=CC=C1)C#CC1=NNC2=CC=C(C=C12)C(=O)N1CCC2(CN(C2)C)CC1)C1=CC=CC=C1